CN1CC(C1)(C)[C@@](C=1C=C(C=NC1)C1=NOC(=N1)[C@@H]1CCCC(N1)=O)(C1=CC=C(C=C1)C(C)C)O (S)-6-(3-{5-[(R)-(1,3-dimethyl-azetidin-3-yl)-hydroxy-(4-isopropyl-phenyl)-methyl]-pyridin-3-yl}-[1,2,4]Oxadiazol-5-yl)-piperidin-2-one